C(CC(=O)N[C@@H](CS)C(=O)O)[C@@H](C(=O)O)N The molecule is a molecular entity formed when L-cysteine amino group binds to the gamma-carbonyl of L-glutamic acid. It has a role as a human metabolite, a Saccharomyces cerevisiae metabolite, an Escherichia coli metabolite and a mouse metabolite. It derives from a L-glutamic acid and a L-cysteine. It is a conjugate acid of a L-gamma-glutamyl-L-cysteinate(1-).